ClC=1C=C(CN2C(N(C=3N=C(N(C3C2=O)C)C2CC(C2)C(=O)OCC)C)=O)C=CC1Cl (1R,3R)-ethyl 3-(1-(3,4-dichlorobenzyl)-3,7-dimethyl-2,6-dioxo-2,3,6,7-tetrahydro-1H-purin-8-yl)cyclobutanecarboxylate